N1(N=NC2=C1C=CC=C2)OC=2N=CC(=NC2)C(=O)NC2=CC1=CN(N=C1C(=C2)F)C 5-((1H-benzo[d][1,2,3]triazol-1-yl)oxy)-N-(7-fluoro-2-methyl-2H-indazol-5-yl)pyrazine-2-carboxamide